3-bromo-5-(1-(3,5-difluorophenoxy)-3-((tetrahydro-2H-pyran-2-yl)oxy)propyl)-1-(methoxymethyl)-1H-1,2,4-triazole BrC1=NN(C(=N1)C(CCOC1OCCCC1)OC1=CC(=CC(=C1)F)F)COC